CN1N=C(C=C1)COC1=NN(C=C1N)COCC[Si](C)(C)C ((1-methyl-1H-pyrazol-3-yl)methoxy)-1-((2-(trimethylsilyl)ethoxy)methyl)-1H-pyrazol-4-amine